5-(3-(7,8-dichloro-4-(1H-pyrazol-4-yl)quinolin-2-yl)propyl)thiazolidine-2,4-dione ClC1=CC=C2C(=CC(=NC2=C1Cl)CCCC1C(NC(S1)=O)=O)C=1C=NNC1